5-methoxy-2-((trimethylsilyl)ethynyl)aniline COC=1C=CC(=C(N)C1)C#C[Si](C)(C)C